C(#N)C=1C=C(C=C(C1)F)CC=1NC(=NN1)C(=O)OCC ethyl 5-(3-cyano-5-fluorophenylmethyl)-4H-1,2,4-triazole-3-carboxylate